N-(4-bromo-2-cyclopropyl-5-methylphenyl)-3-methyl-5H,6H,7H-cyclopenta[b]pyridin-2-amine BrC1=CC(=C(C=C1C)NC1=C(C=C2C(=N1)CCC2)C)C2CC2